BrC(C1=C(C=C(C(=C1)F)F)F)([2H])[2H] 1-(bromomethyl-d2)-2,4,5-trifluorobenzene